(M)-3-amino-4-(3-hydroxy-2-methylphenyl)-1,5-naphthyridine-2-carboxamide NC=1C(=NC2=CC=CN=C2C1C1=C(C(=CC=C1)O)C)C(=O)N